(S)-3-(5-(2,6-dimethylphenyl)thiophen-2-yl)-3-(3-(4-hydroxy-1,6-dimethyl-2-oxo-1,2-dihydropyridin-3-yl)ureido)propanoic acid CC1=C(C(=CC=C1)C)C1=CC=C(S1)[C@H](CC(=O)O)NC(=O)NC=1C(N(C(=CC1O)C)C)=O